C(C)C(CSP(SCC(CCCC)CC)SCC(CCCC)CC)CCCC.NC1=NC(=C(C(=N1)O)N)O 2,5-diamino-4,6-dihydroxypyrimidine tri(2-ethylhexyl)trithiophosphite